ClC(C(=O)OC(CC(F)(F)F)F)=C tetrafluoropropyl α-chloroacrylate